N-((2R,5S)-5-(4-chlorobenzyl)-4-(4-(4,5-dimethylthiazol-2-yl)cyclohexyl)morpholine-2-carbonyl)-N-methylglycine hydrochloride Cl.ClC1=CC=C(C[C@H]2CO[C@H](CN2C2CCC(CC2)C=2SC(=C(N2)C)C)C(=O)N(CC(=O)O)C)C=C1